8,8'-((3-(hydroxy-methyl)cyclobutyl)-azanediyl)bis(N,N-didecyloctanamide) OCC1CC(C1)N(CCCCCCCC(=O)N(CCCCCCCCCC)CCCCCCCCCC)CCCCCCCC(=O)N(CCCCCCCCCC)CCCCCCCCCC